3-([1,1'-biphenyl]-2-yl)prop-2-ynoic acid C1(=C(C=CC=C1)C#CC(=O)O)C1=CC=CC=C1